[NH3+]C=1N=NC=2N(N1)C(=NN2)N=NC2=NN=C1N2N=CN=N1 ammonio-3,3'-azo-1,2,4-triazolo[4,3-b][1,2,4,5]tetrazine